C(#N)C1=CC(=C(C=C1)C(C(=O)OC)C(C)=O)F methyl 2-(4-cyano-2-fluorophenyl)-3-oxobutanoate